[O-]S(=O)(=O)C(F)(F)F.C(CCC)[N+]1=CC=C(C=C1)CCCC 1,4-dibutylpyridinium triflate